(S)-(2-bromophenyl)(3-fluorophenyl)methanol tert-butyl-(3S)-3-(3-chloro-N-methyl-4-(2-(2-methylthieno[2,3-d]pyrimidin-4-yl)cyclopropyl)benzamido)pyrrolidine-1-carboxylate C(C)(C)(C)C1N(CC[C@@H]1N(C(C1=CC(=C(C=C1)C1C(C1)C=1C2=C(N=C(N1)C)SC=C2)Cl)=O)C)C(=O)O[C@@H](C2=CC(=CC=C2)F)C2=C(C=CC=C2)Br